6-(4-(4-(8-bromoquinoxalin-2-yl)-1H-pyrazol-1-yl)piperidin-1-yl)-N-(2-(2,6-dioxopiperidin-3-yl)-1-oxoisoindolin-5-yl)-2,2-difluoro-6-oxohexanamide BrC=1C=CC=C2N=CC(=NC12)C=1C=NN(C1)C1CCN(CC1)C(CCCC(C(=O)NC=1C=C2CN(C(C2=CC1)=O)C1C(NC(CC1)=O)=O)(F)F)=O